C(C)(C)(C)OC(=O)N(C1CCN(CC1)C(=O)OC(C)(C)C)C1=NC(=NC=2N1N=CC2C(C)C)S(=O)(=O)C tert-butyl 4-((tert-butoxycarbonyl)(8-isopropyl-2-(methylsulfonyl)pyrazolo[1,5-a][1,3,5]triazin-4-yl)amino)piperidine-1-carboxylate